Fmoc-alanine pentafluorophenyl ester FC1=C(C(=C(C(=C1OC([C@@H](NC(=O)OCC1C2=CC=CC=C2C2=CC=CC=C12)C)=O)F)F)F)F